1-(5-Aminopyridin-2-yl)-3-methyl-1H-imidazol-3-ium iodide [I-].NC=1C=CC(=NC1)N1C=[N+](C=C1)C